3-(3-chloro-4-hydroxybenzamido)-N-isobutylthiophene-2-carboxamide ClC=1C=C(C(=O)NC2=C(SC=C2)C(=O)NCC(C)C)C=CC1O